CS(=O)(=O)CN1N=CC(=C1)B1OC(C(O1)(C)C)(C)C 1-((methylsulfonyl)methyl)-4-(4,4,5,5-tetramethyl-1,3,2-dioxaborolan-2-yl)-1H-pyrazole